(R)-(2-(2-methoxy-7-methylquinoxalin-5-yl)-7,8-dihydro-[1,4]dioxino[2',3':3,4]benzo[1,2-d]thiazol-7-yl)methyl (6-methylpyridin-3-yl)carbamate CC1=CC=C(C=N1)NC(OC[C@@H]1OC2=C(C3=C(N=C(S3)C3=C4N=CC(=NC4=CC(=C3)C)OC)C=C2)OC1)=O